NN1C(C(=C(C2=C1C=CC=C2)C#N)C2=CC=C(C=C2)C)C#N 1-amino-3-(p-tolyl)benzo[4,5]pyridine-2,4-dinitrile